butyl 5-oxa-2,8-diazaspiro[3.5]nonane-2-carboxylate C1N(CC12OCCNC2)C(=O)OCCCC